NC=1C=C(C=NC1OC)OC1=C(C=C(C=C1Cl)N1N=C(C(NC1=O)=O)C#N)Cl 2-(4-((5-amino-6-methoxypyridin-3-yl)oxy)-3,5-dichlorophenyl)-3,5-dioxo-2,3,4,5-tetrahydro-1,2,4-triazine-6-carbonitrile